2,2,2-Trifluoroacetyl 2,2,2-trifluoroacetate FC(C(=O)OC(C(F)(F)F)=O)(F)F